C(CCCCCCCCCCCCCCC(C)C)(=O)[Na] isostearoyl-sodium